CO[Si](C1=CC=CC=C1)(C)OC dimethoxy-methyl-phenylsilane